CC1CCC1 1-methylcyclobutane